C(C)(C)(C)OC(=O)N1C[C@@H](CCC1)NC1=NC(=CC=C1)C1=CN=C2N1C=C(N=C2)Cl (R)-3-((6-(6-chloroimidazo[1,2-a]pyrazin-3-yl)pyridin-2-yl)amino)piperidine-1-carboxylic acid tert-butyl ester